C(C)N(CCN(CCC[Si](OC)(OC)OC)CCC[Si](OC)(OC)OC)CCC[Si](OC)(OC)OC N-ethyl-N,N',N'-tris(trimethoxysilylpropyl)ethylenediamine